N-Methyl-N-[(2S,4R)-2-methylpiperidin-4-yl]-5-[4-(1H-pyrazol-4-yl)-1H-pyrrolo[2,3-c]pyridin-7-yl][1,3]thiazolo[5,4-d][1,3]thiazol-2-amin CN(C=1SC=2N=C(SC2N1)C=1N=CC(=C2C1NC=C2)C=2C=NNC2)[C@H]2C[C@@H](NCC2)C